O=C1N(CCC(N1)=O)N1C(C2=CC=C(C=C2C1)CN1CCN(CC1)C1=C(C=C(C=C1)NC(C1=CC(=C(C=C1)C)C#CC1=CN=C2N1N=CC=C2)=O)C(F)(F)F)=O N-(4-(4-((2-(2,4-dioxotetrahydropyrimidin-1(2H)-yl)-1-oxoisoindolin-5-yl)methyl)piperazin-1-yl)-3-(trifluoromethyl)phenyl)-3-(imidazo[1,2-b]pyridazin-3-ylethynyl)-4-methylbenzamide